ethyl 11-(methylthio)-6H-benzo[e]pyrimido[5',4':4,5]pyrrolo[1,2-c][1,3]oxazine-6-carboxylate CSC1=NC=NC2=C1C=C1N2C(OC2=C1C=CC=C2)C(=O)OCC